C(C)(=O)C1=NN(C2=CC=C(C=C12)C1=CC=2N(N=C1)C=CN2)CC(=O)N2[C@@H](C[C@H](C2)F)C(=O)NC2=NC(=CC=C2)Br (2S,4R)-1-(2-(3-acetyl-5-(imidazo[1,2-b]pyridazin-7-yl)-1H-indazol-1-yl)acetyl)-N-(6-bromopyridin-2-yl)-4-fluoropyrrolidine-2-carboxamide